4-(phenyl)phenol C1(=CC=CC=C1)C1=CC=C(C=C1)O